5-(4-(methoxy)phenyl)-N-(3-(4-methylpiperazin-1-yl)phenyl)quinazolin-2-amine COC1=CC=C(C=C1)C1=C2C=NC(=NC2=CC=C1)NC1=CC(=CC=C1)N1CCN(CC1)C